2-(3-(1-methyl-1H-pyrazol-3-yl)-[1,1'-biphenyl]-4-yl)cyclopropane-1-carboxylic acid CN1N=C(C=C1)C=1C=C(C=CC1C1C(C1)C(=O)O)C1=CC=CC=C1